(S)-6-(2-chlorophenyl)-2-((3-methyl-4-(4-methylpiperazin-1-yl)phenyl)amino)-8-(1-propionylpyrrolidin-3-yl)pyrido[2,3-d]pyrimidin-7(8H)-one ClC1=C(C=CC=C1)C1=CC2=C(N=C(N=C2)NC2=CC(=C(C=C2)N2CCN(CC2)C)C)N(C1=O)[C@@H]1CN(CC1)C(CC)=O